2-N-(4-aminophenyl)-pyridine-2,5-diamine NC1=CC=C(C=C1)NC1=NC=C(C=C1)N